9-cyclohexyl-N-((1r,2s)-2-(3,4-difluorophenyl)cyclopropyl)-2-(propylsulfanyl)-9H-purin-6-amine C1(CCCCC1)N1C2=NC(=NC(=C2N=C1)N[C@H]1[C@@H](C1)C1=CC(=C(C=C1)F)F)SCCC